2-bromo-3,4,5,6-tetramethoxytoluene BrC1=C(C)C(=C(C(=C1OC)OC)OC)OC